(E)-3-(4-bromophenyl)-1-(piperazin-1-yl)prop-2-en-1-one hydrochloride salt Cl.BrC1=CC=C(C=C1)/C=C/C(=O)N1CCNCC1